COC1=CC2=C(C3=CC=CC=C3N=C2C=C1OC)NC1CCN(CC1)C(C)C 2,3-dimethoxy-N-[1-(propan-2-yl)piperidin-4-yl]acridin-9-amine